ClC=1C=C(C(=NC1)N1C(C(N(C(C1)=O)CC1=CC=C(C=C1)C)C1COC1)=O)C 1-(5-chloro-3-methyl-pyridin-2-yl)-4-(4-methyl-benzyl)-3-(oxetan-3-yl)-piperazine-2,5-dione